C(CC)C(C(CC)=O)C(CC)=O 4-propyl-3,5-heptanedione